The molecule is a hydroperoxyoctadecatrienoic acid, obtained by the formal substitution of a hydrogen at position 11 of (9Z,12Z,15Z)-octadecatrienoic acid by a hydroperoxy group (the 11R-stereoisomer). It derives from an alpha-linolenic acid. It is a conjugate acid of a (9Z,11R,12Z,15Z)-11-hydroperoxyoctadecatrienoate. CC/C=C\\C/C=C\\[C@@H](/C=C\\CCCCCCCC(=O)O)OO